[N+](=O)([O-])C=1C=NC2=NC=CC=C2C1 3-nitro-1,8-naphthyridine